BrC=1C=C(C=C(C1)S(=O)(=O)C)CO (3-bromo-5-(methylsulfonyl)phenyl)methanol